ClC1=C(C=C(C=C1)N1CCC(CC1)C(=O)NCC1=C(C(=C(C=C1)C(F)(F)F)C=1NC(C=C(N1)C)=O)F)OC 1-(4-chloro-3-methoxyphenyl)-N-[2-fluoro-3-(4-methyl-6-oxo-1,6-dihydropyrimidin-2-yl)-4-(trifluoromethyl)benzyl]piperidine-4-carboxamide